C(C=C)OC(=O)N1CC2(C(C1)C(=O)O)CCN(CC2)C(=O)OC(C)(C)C 2-((allyloxy)carbonyl)-8-(tert-butoxycarbonyl)-2,8-diazaspiro[4.5]decane-4-carboxylic acid